C(C)(=O)O.C(C=CC1=CC=CC=C1)(=O)O (cinnamic acid) acetate